C(C=C)N1N(C2=NC(=NC=C2C1=O)NC1=CC2=C(OCCO2)C=C1)C1=NC(=CC=C1)C(C)(C)O 2-allyl-6-((2,3-dihydrobenzo[B][1,4]dioxin-6-yl)amino)-1-(6-(2-hydroxypropan-2-yl)pyridin-2-yl)-1,2-dihydro-3H-pyrazolo[3,4-d]pyrimidin-3-one